FC(C)(F)C=1C=C(C(=C(C1)C(C(=O)O)N1C[C@@H](CC1)OCCCCCC1=NC=2NCCCC2C=C1)OC)F 2-(5-(1,1-difluoroethyl)-3-fluoro-2-methoxyphenyl)-2-((R)-3-((5-(5,6,7,8-tetrahydro-1,8-naphthyridin-2-yl)pentyl)oxy)pyrrolidin-1-yl)acetic acid